(S)-2-(3,3-dimethyl-4-(6-oxo-1,6-dihydropyridine-3-carbonyl)piperazin-1-yl)-N-(5-(4-fluorophenoxy)pyridin-2-yl)propanamide CC1(CN(CCN1C(=O)C1=CNC(C=C1)=O)[C@H](C(=O)NC1=NC=C(C=C1)OC1=CC=C(C=C1)F)C)C